IC1=CC(=NC=C1)OC(F)(F)F 4-iodo-2-(trifluoromethoxy)pyridine